5-oxo-N-[indan-1-yl]-1-[3-(trifluoromethyl)phenyl]pyrrolidine-3-carboxamid O=C1CC(CN1C1=CC(=CC=C1)C(F)(F)F)C(=O)NC1CCC2=CC=CC=C12